6'-((1S,2S)-2-(6-(2,4-dimethoxypyrimidin-5-yl)imidazo[1,2-b]pyridazin-8-yl)cyclopropyl)-1'-(2,2,3,3,3-pentafluoropropyl)spiro[cyclopropane-1,3'-indolin]-2'-one COC1=NC=C(C(=N1)OC)C=1C=C(C=2N(N1)C=CN2)[C@@H]2[C@H](C2)C2=CC=C1C3(C(N(C1=C2)CC(C(F)(F)F)(F)F)=O)CC3